3-bromo-N-[1-(difluoromethyl)cyclopropyl]-4,5-difluoro-benzamide BrC=1C=C(C(=O)NC2(CC2)C(F)F)C=C(C1F)F